N-methyl-[1,1'-biphenyl]-2-carboxamide CNC(=O)C=1C(=CC=CC1)C1=CC=CC=C1